barium edetate C(N(CC(=O)[O-])CC(=O)[O-])CN(CC(=O)[O-])CC(=O)[O-].[Ba+2].[Ba+2]